BrC=1SC(=C(N1)C1=C(C=CC=C1)C(C)C)C1=CC(=CC=C1)OCCC(C)(C)C bromo-5-(3-(3,3-dimethylbutoxy)phenyl)-4-(2-isopropylphenyl)thiazole